C(C=C)[Si](C)(C)OC(C)=O allyl-(acetoxy)(dimethyl)silane